3,3'-methylenebis(5-methyloxazoline) C(N1COC(=C1)C)N1COC(=C1)C